2,5-bis(4-methoxystyryl)pyrazine COC1=CC=C(C=CC2=NC=C(N=C2)C=CC2=CC=C(C=C2)OC)C=C1